COC=1C=CC2=C(NC(S2)=O)C1 5-methoxybenzothiazol-2(3H)-one